[C@H]1(C[C@H]([C@@H](CC1)C(C)(C)O)O)C (1S,3R,4R)-p-Menthane-3,8-diol